FC=1C=C2C=NN(C2=CC1CO)C1COC1 (5-Fluoro-1-(oxetan-3-yl)-1H-indazol-6-yl)-methanol